tert-butyl 3-(ethoxymethoxy)-2-{[(4-hydroxycyclohexyl)oxy]methyl}piperidine-1-carboxylate C(C)OCOC1C(N(CCC1)C(=O)OC(C)(C)C)COC1CCC(CC1)O